FC(C1(CC1)C=1C=C(C(=O)OC2=C(C=C(C(=C2)C=2C=C(C=3N(C2)C=CN3)N3CCOCC3)C)F)C=CN1)(F)F 2-Fluoro-4-methyl-5-(8-morpholinoimidazo[1,2-a]pyridin-6-yl)phenyl 2-(1-(trifluoromethyl)cyclopropyl)isonicotinate